FC1=C(C(=C(C=C1OC)OC)F)N1C(N(C2=C(C1)C=NC1=C2CC(N1)=O)CC)=O 3-(2,6-Difluoro-3,5-dimethoxyphenyl)-1-ethyl-3,4,7,9-tetrahydro-1H-pyrrolo[3',2':5,6]pyrido[4,3-d]pyrimidine-2,8-dione